N1N=CC=C1C(=O)NC1=C(C(=O)O)C=CC=C1 2-(1H-pyrazole-5-carboxamido)benzoic acid